CC(C)([Si](OCCCCCCC(CCCCCCO[Si](C(C)(C)C)(C)C)O)(C)C)C 2,2,3,3,19,19,20,20-octamethyl-4,18-dioxa-3,19-disilahenicosan-11-ol